FC=1C=C2C(NN=C(C2=CC1F)[C@H](C)N(C(=O)C=1NC2=CC(=CC(=C2C1)F)F)C)=O (S)-N-(1-(6,7-difluoro-4-oxo-3,4-dihydrophthalazin-1-yl)ethyl)-4,6-difluoro-N-methyl-1H-indole-2-carboxamide